4-methoxy-N-methylpicolinamide COC1=CC(=NC=C1)C(=O)NC